CC1(CO1)CC=C (methyl) allyl-ethylene oxide